ClC=1C(=C(CN2[C@@H](C[C@@](CC2)(C(=O)O)CC2=NC(=C(C(=C2F)C(C(C)C)=O)C)NC2=NNC(=C2)C)C)C=CC1)F (2R,4R)-1-(3-chloro-2-fluorobenzyl)-4-((3-fluoro-4-isobutyryl-5-methyl-6-((5-methyl-1H-pyrazol-3-yl)amino)pyridin-2-yl)methyl)-2-methylpiperidine-4-carboxylic acid